(R)-5-(4-(4-fluoropyrazolo[1,5-a]pyridin-2-yl)-1,4,6,7-tetrahydro-5H-imidazo[4,5-c]pyridin-5-yl)-N-propylpyrazine-2-carboxamide FC=1C=2N(C=CC1)N=C(C2)[C@@H]2N(CCC1=C2N=CN1)C=1N=CC(=NC1)C(=O)NCCC